[4-[2-(1-methyl-4-piperidyl)-3H-imidazo[4,5-b]pyridin-7-yl]-1-piperidyl]-[4-(trifluoromethoxy)phenyl]methanone CN1CCC(CC1)C1=NC=2C(=NC=CC2C2CCN(CC2)C(=O)C2=CC=C(C=C2)OC(F)(F)F)N1